6-(2-methoxybenzylamino)-9-glucopyranosylpurine COC1=C(CNC2=C3N=CN(C3=NC=N2)C2[C@H](O)[C@@H](O)[C@H](O)[C@H](O2)CO)C=CC=C1